BrC1=C(C=C(C=C1O)\C=C\C1=COC=C1)O (E)-2-bromo-5-(2-(furan-3-yl)vinyl)benzene-1,3-diol